ClC1=C(C=CC(=C1)Cl)C1OC2=C(C=CC=C2C(=C1)F)C1CCN(CC1)CC1=NC=2C(=NC(=CC2)C(=O)O)N1C[C@@H](O)CC 2-((4-(2-(2,4-dichlorophenyl)-4-fluoro-2H-chromen-8-yl)piperidin-1-yl)methyl)-3-(((S)-oxabutan-2-yl)methyl)-3H-imidazo[4,5-b]pyridine-5-carboxylic acid